2-[(2R)-2-amino-3-fluoropropyl]-3-bromo-5-chloro-N-[(1,3-thiazol-2-yl)methyl]thieno[3,2-b]pyridin-7-amine dihydrochloride Cl.Cl.N[C@H](CC1=C(C2=NC(=CC(=C2S1)NCC=1SC=CN1)Cl)Br)CF